CNS(=O)(=O)C1=CC=C(COC2=CC=C(C=C2)C=2N=CN(C2)C(=O)OC(C)(C)C)C=C1 tert-butyl 4-(4-((4-(N-methylsulfamoyl)benzyl)oxy)phenyl)-1H-imidazole-1-carboxylate